BrC1=C2C=C(NC2=CC=C1OCC(=O)O)C1=CC(=CC=C1)C(C)(C)C 2-[[4-bromo-2-(3-tert-butylphenyl)-1H-indol-5-yl]oxy]acetic acid